(2S)-2-((chloro(phenoxy)phosphoryl)amino)propanoic acid methyl ester COC([C@H](C)NP(=O)(OC1=CC=CC=C1)Cl)=O